FC(OC1=CC=C(C)C=C1)(F)F 4-(trifluoromethoxy)toluene